[Si](C1=CC=CC=C1)(C1=CC=CC=C1)(C(C)(C)C)OCCC1CCC2OCC(C(C2O1)C)O 6-(2-((tert-butyldiphenylsilyl)oxy)ethyl)-4-methyl-octahydropyrano[3,2-b]Pyran-3-ol